C(C)OC(=O)[C@@]1(C(N(CCC1)C(C1=CC=CC=C1)=O)=O)CC=CC=1SC=CC1 (R)-3-(3-(thiophen-2-yl)allyl)-1-benzoyl-2-oxopiperidine-3-carboxylic acid ethyl ester